The molecule is a zwitterion obtained by transfer of a proton from the phenol to the amino group of 3-nitrotyramine; major species at pH 7.3 It is a tautomer of a 3-nitrotyramine. C1=CC(=C(C=C1CC[NH3+])[N+](=O)[O-])[O-]